C1(=CC=CC2=CC=CC=C12)C(C)(C1=CC=C(C=C1)O)C1=CC=C(C=C1)O 1-naphthyl-1,1-bis(4-hydroxyphenyl)ethane